NC=1C2=C(N=CN1)N(C(=C2C2=CC=C(C(=O)NCC1N(CCC1)C)C=C2)C2=CC=C(C=C2)NC(C(=C)C)=O)C 4-(4-amino-6-(4-methacrylamido-phenyl)-7-methyl-7H-pyrrolo[2,3-d]pyrimidin-5-yl)-N-((1-methylpyrrolidin-2-yl)methyl)benzamide